ClC=1C=C(C=CC1F)NC(=O)C=1N(C=C2C1CCC2NC(=O)OCC2(CC(C2)(F)F)C(=O)O)C 1-((((1-((3-Chloro-4-fluorophenyl)carbamoyl)-2-methyl-2,4,5,6-tetrahydrocyclopenta[c]pyrrol-4-yl)carbamoyl)oxy)methyl)-3,3-difluorocyclobutane-1-carboxylic acid